hexa-hydro-triazine N1NNCCC1